5-(methoxy-d3)-1-(4-(trifluoromethyl)phenyl)-1-pentanol C(OCCCCC(O)C1=CC=C(C=C1)C(F)(F)F)([2H])([2H])[2H]